(1S,2S)-2-((tert-butyldimethylsilyl)oxy)-N-((3-chlorothiophen-2-yl)methyl)cyclohexan-1-amine [Si](C)(C)(C(C)(C)C)O[C@@H]1[C@H](CCCC1)NCC=1SC=CC1Cl